C(C)OC(C(=CC1=C(C=CC(=C1)C#N)Br)N=[N+]=[N-])=O 2-azido-3-(5-cyano-2-bromophenyl)acrylic acid ethyl ester